C(C)OC(CCC=1C=C(C=CC1)C1(CCS(CC1)(=O)=O)C(=O)O)=O 4-(3-(3-ethoxy-3-oxopropyl)phenyl)tetrahydro-2H-thiopyran-4-carboxylic acid 1,1-dioxide